(2R,3R,4R,5S)-3,4,5-tris(benzyloxy)-2-methyl-1-((1,2,3,4-tetrahydronaphthalen-2-yl)methyl)piperidine C(C1=CC=CC=C1)O[C@@H]1[C@H](N(C[C@@H]([C@H]1OCC1=CC=CC=C1)OCC1=CC=CC=C1)CC1CC2=CC=CC=C2CC1)C